O1CCOC12CCN(CC2)C2CCN(CC2)C2=CC(=C(C=C2CC)NC2=NC=C(C(=N2)NC=2C(=C1C=C(C(=NC1=CC2)C)F)P(C)(C)=O)Cl)OC (6-((2-((4-(4-(1,4-dioxa-8-azaspiro[4.5]decan-8-yl)piperidin-1-yl)-5-ethyl-2-methoxyphenyl)amino)-5-chloropyrimidin-4-yl)amino)-3-fluoro-2-methylquinolin-5-yl)dimethylphosphine oxide